O1C[C@H](CC1)OC(O)=O ((S)-tetrahydrofuran-3-yl)carbonic acid